C1(=CC=C(C=C1)CO[C@@H]1C[C@H](NC1)C(=O)O)C (2S-4R)-4-(p-tolylmethoxy)-pyrrolidine-2-carboxylic acid